C1(CCCC1)NC=1SC2=C(N1)C=CC(=C2)C2=NC(=NC=C2F)NC2=NC=C(C=C2)CN2CCN(CC2)S(=O)(=O)C N-cyclopentyl-6-(5-fluoro-2-((5-((4-(methanesulfonyl)piperazine-1-yl)methyl)pyridine-2-yl)amino)pyrimidine-4-yl)benzothiazole-2-amine